CN(CCN1N=CC2=CC(=CC=C12)C(=O)N)C 1-(2-(dimethylamino)ethyl)-1H-indazole-5-carboxamide